C12CC(CC(CCC1)N2)NC(=O)C21CN(CC1(C2)C(F)(F)F)C2=C1C=CC=NC1=C(C=C2)C#N N-(9-azabicyclo[3.3.1]nonan-3-yl)-3-(8-cyanoquinolin-5-yl)-5-(trifluoromethyl)-3-azabicyclo[3.1.0]hexane-1-carboxamide